(((7-bromo-2-chloro-8-fluoro-6-iodoquinazolin-4-yl)amino)methyl)pyrrolidin-2-one BrC1=C(C=C2C(=NC(=NC2=C1F)Cl)NCN1C(CCC1)=O)I